N-((1R,4R)-4-((9-(6-(2,2,2-trifluoroethyl)quinazolin-4-yl)-3,9-diazaspiro[5.5]undecan-3-yl)methyl)cyclohexyl)ethanesulfonamide FC(CC=1C=C2C(=NC=NC2=CC1)N1CCC2(CCN(CC2)CC2CCC(CC2)NS(=O)(=O)CC)CC1)(F)F